ClC=1C=C(C=CC1)C1=C2C(=NNC2=CC=C1)N 4-(3-chlorophenyl)-1H-indazol-3-amine